C12CN(CC(O1)C2)C2=NC=C(C(=C2)NC2=CC=1C3=C(C(N(C1C=C2)C)=O)OCC([C@@H](N3)C3CC3)(F)F)F (2S)-10-((2-(6-Oxa-3-azabicyclo[3.1.1]heptan-3-yl)-5-fluoropyridin-4-yl)amino)-2-cyclopropyl-3,3-difluoro-7-methyl-1,2,3,4-tetrahydro-[1,4]oxazepino[2,3-c]chinolin-6(7H)-on